C1=C(C=C(N=C1Cl)Cl)C(=O)N N-[3-(4-aminophenyl)propyl]-N,N-dimethylamine